[I-].[I-].N(=NC1=CC=CC=C1)C1=CC=CC=C1 azobenzene diiodide